racemic-2-nitro-1-[1-(trifluoromethyl)cyclopropyl]ethanol [N+](=O)([O-])C[C@H](O)C1(CC1)C(F)(F)F |r|